N-(acetoxycarbonyloxy)succinimide psicosyl-phosphate OCC1([C@H](O)[C@H](O)[C@H](O)CO1)OP(=O)(O)O.C(C)(=O)OC(=O)ON1C(CCC1=O)=O